C1(=CC=CC=2CC=CCC12)NC(C(F)(F)F)=O N-(5,8-Dihydronaphthalen-1-yl)-2,2,2-trifluoroacetamide